CC1(C=C(/C=C/C(=O)O)C=CC1(O)C)O 3,4-dimethyl-caffeic acid